N[C@@]1(CN(C[C@H]1CCCB1OC(C(O1)(C)C)(C)C)S(NC1=NN(C=C1)COCC[Si](C)(C)C)(=O)=O)C(=O)O |r| (rac)-trans-3-amino-4-(3-(4,4,5,5-tetramethyl-1,3,2-dioxaborolan-2-yl)propyl)-1-(N-(1-((2-(trimethylsilyl)ethoxy)methyl)-1H-pyrazol-3-yl)sulfamoyl)pyrrolidine-3-carboxylic acid